(1S,3'R,4'S,5'S,6'R)-6'-Methyl-6-(4-isopropyl-benzyl)-5-chloro-3',4',5',6'-tetrahydro-3H-spiro-[isobenzofuran-1,2'-pyran]-3',4',5'-triol C[C@@H]1[C@H]([C@@H]([C@H]([C@]2(O1)OCC1=CC(=C(C=C12)CC1=CC=C(C=C1)C(C)C)Cl)O)O)O